OC1=C(C(=CC=C1)C)N1N=C(C(=C1)CCC(=O)[O-])C(F)(F)F 3-[1-(2-hydroxy-6-methylphenyl)-3-(trifluoromethyl)pyrazol-4-yl]propanoate